C1(CCCC1)N1C(C(N(C=2C=NC(=NC12)NC1=C(C=C(C(=O)O)C=C1)OC)C)=O)CC 4-[(8-cyclopentyL-7-ethyl-5-methyl-6-oxo-7H-pteridin-2-yl)amino]-3-methoxy-benzoic acid